8-((1R,4R)-2,5-diazabicyclo[2.2.2]octan-2-yl)-4-(5-(difluoromethyl)-1,3,4-thiadiazol-2-yl)-2-methyl-N-(1-methylcyclopropyl)quinazoline-6-sulfonamide [C@H]12N(C[C@H](NC1)CC2)C=2C=C(C=C1C(=NC(=NC21)C)C=2SC(=NN2)C(F)F)S(=O)(=O)NC2(CC2)C